dimethyl-(cyclohexyl)amine CN(C1CCCCC1)C